Cl.ClC=1C(=NC(=NC1)NC1=CC=C(C=C1)OCCN(CC)CC)N1OCCC1C1=CC=CC=C1 5-chloro-N-(4-(2-(diethylamino)ethoxy)phenyl)-4-(3-phenylisooxazolidin-2-yl)pyrimidin-2-amine hydrochloride